(R)-Fmoc-nipecotic acid C1C[C@H](CN(C1)C(=O)OCC2C3=CC=CC=C3C4=CC=CC=C24)C(=O)O